potassium di-formate C(=O)[O-].C(=O)[O-].[K+].[K+]